NC1=CC=C(C(=O)N(C)C2=C(C=CC=C2)Cl)C=C1 4-amino-N-(2-chlorophenyl)-N-methyl-benzamide